5-(benzofuran-2-yl)-7-methyl-2-vinylquinoxaline O1C(=CC2=C1C=CC=C2)C2=C1N=CC(=NC1=CC(=C2)C)C=C